OC(C)CC(CCCC)OCC(=O)C1=CC=CC=C1 2-hydroxy-4-octyloxy-acetophenone